(3-methyloxetan-3-yl)methyl (E)-3-(1-(3,5-bis(trifluoromethyl)benzyl)-1H-pyrrolo[2,3-b]pyridin-3-yl)-2-cyanoacrylate FC(C=1C=C(CN2C=C(C=3C2=NC=CC3)/C=C(/C(=O)OCC3(COC3)C)\C#N)C=C(C1)C(F)(F)F)(F)F